2'-chloro-N-(5-((2-isobutyryl-2-azabicyclo[2.2.1]heptan-5-yl)methoxy)-1,3,4-thiadiazol-2-yl)-5'-methoxy-6-methyl-[4,4'-bipyridine]-3-carboxamide ClC1=NC=C(C(=C1)C1=C(C=NC(=C1)C)C(=O)NC=1SC(=NN1)OCC1C2CN(C(C1)C2)C(C(C)C)=O)OC